O1-tert-butyl O2-methyl (2S,4S)-4-[(4-bromo-2-pyridyl)oxy]pyrrolidine-1,2-dicarboxylate BrC1=CC(=NC=C1)O[C@H]1C[C@H](N(C1)C(=O)OC(C)(C)C)C(=O)OC